vinylbisnonylamide C(=C)CCCCCCCCC[N-]CCCCCCCCC